N-(4-{[6-(5-chloro-2-fluorophenyl)-3-methylpyridazin-4-yl]amino}pyridin-2-yl)-3-{5-methyl-2,5-diazabicyclo[2.2.1]heptan-2-yl}propanamide ClC=1C=CC(=C(C1)C1=CC(=C(N=N1)C)NC1=CC(=NC=C1)NC(CCN1C2CN(C(C1)C2)C)=O)F